2-(aminopropyl)adenine NCCCC1=NC(=C2NC=NC2=N1)N